FC(C(=O)O)(F)F.FC1=C(C=CC=C1)C(C)(C)NC(C[C@@H]1NCCC1)=O (R)-N-(2-(2-fluorophenyl)propan-2-yl)-2-(pyrrolidin-2-yl)acetamide trifluoroacetate